C(CC)C(C)CCCCCC 2-propyl-octane